4-(6-amino-2-chloro-9H-purin-9-yl)-N-([1,3]thiazolo[5,4-c]pyridin-2-yl)cyclohexanecarboxamide NC1=C2N=CN(C2=NC(=N1)Cl)C1CCC(CC1)C(=O)NC=1SC=2C=NC=CC2N1